C(CCCCC)NC(C(=O)O)CC(=O)C.C(CCCCC)NC(C(=O)O)CC(=O)C hexylaminolevulinate (hexyl aminolevulinate)